(1R,3s,5S)-N-(4-chloro-6-(oxetan-3-ylmethoxy)pyrimidin-2-yl)-9-(ethylsulfonyl)-N-methyl-9-azabicyclo[3.3.1]nonan-3-amine ClC1=NC(=NC(=C1)OCC1COC1)N(C1C[C@H]2CCC[C@@H](C1)N2S(=O)(=O)CC)C